COC=1C=CC(=C(C1)CCO)[N+](=O)[O-] 2-(5-methoxy-2-nitrophenyl)ethanol